CC1=NC(=NC=C1)C1=CC=C(C=C1)O 4-(4-methylpyrimidin-2-yl)phenol